CN1C(=CC=C1)C=O (1-methyl-1H-pyrrol-2-yl)methanone